N,7-dibenzyl-1-isobutyl-4-methyloctahydro-3aH-3,6-methanopyrrolo[3,2-b]pyridine-3a-carboxamide C(C1=CC=CC=C1)NC(=O)C12N(CC3C(C1N(CC2C3)CC(C)C)CC3=CC=CC=C3)C